NC1=NOC2=C1C(=CC(=C2)C)C=2C=C1CCN(C1=CC2)C(=O)NC2=CC(=CC=C2)OC(F)(F)F 5-(3-Amino-6-methylbenzo[d]isoxazol-4-yl)-N-(3-(trifluoromethoxy)phenyl)indoline-1-carboxamide